1,2-dichlorotetrafluorocyclobutane ClC1C(C(C1(F)F)(F)F)Cl